9-(2-(((2S,4R)-1-((S)-2-(1-fluorocyclopropane-1-carboxamido)-3,3-dimethylbutanoyl)-4-hydroxypyrrolidine-2-carboxamido)methyl)-5-(4-methylthiazol-5-yl)phenoxy)nonanoic acid FC1(CC1)C(=O)N[C@H](C(=O)N1[C@@H](C[C@H](C1)O)C(=O)NCC1=C(OCCCCCCCCC(=O)O)C=C(C=C1)C1=C(N=CS1)C)C(C)(C)C